COC1=CC=C(C=C1)C1=COC=C1 3-(4'-methoxyphenyl)furan